S(=O)(=O)([O-])[O-].[Ce+3].S(=O)(=O)([O-])[O-].S(=O)(=O)([O-])[O-].[Ce+3] cerium sulfate salt